2-((3R,4S)-3,4-difluoropyrrolidin-1-yl)pyrimidin-4-amine F[C@@H]1CN(C[C@@H]1F)C1=NC=CC(=N1)N